CC=1C2=C(N=C(N1)C)NC(C=C2)=O methyl-2-methyl-7H,8H-pyrido[2,3-d]pyrimidin-7-one